CC(=C)C1=CC=C(C=C1)OCC alpha-methyl-p-ethoxystyrene